1-(3-(isoquinolin-4-yl)-2,4-dioxo-1,2,3,4-tetrahydroquinazolin-6-yl)cyclopropane-1-carboxylic acid C1=NC=C(C2=CC=CC=C12)N1C(NC2=CC=C(C=C2C1=O)C1(CC1)C(=O)O)=O